Cl.CC(CCOC1=CC=C(C=C1)N)C 4-(3-methylbutoxy)-benzenamine, monohydrochloride